(S)-6-(1-amino-1,3-dihydrospiro[indene-2,4'-piperidine]-1'-yl)-3-(1-(2,6-dimethylpyridin-3-yl)vinyl)-1,5-dihydro-4H-pyrazole NC1C2=CC=CC=C2CC12CCN(CC2)[C@]2(C=CC(=C(N2)C)C(=C)C2=NNCC2)C